4-benzyloxy-2-[2-(4-fluoro-2-methyl-phenoxy)-4-methyl-5-(trifluoromethyl)-3-pyridyl]-1,6-naphthyridine-5-carbonitrile C(C1=CC=CC=C1)OC1=CC(=NC=2C=CN=C(C12)C#N)C=1C(=NC=C(C1C)C(F)(F)F)OC1=C(C=C(C=C1)F)C